((5-Nitroquinolin-8-yl)oxy)methyl L-prolinate hydrochloride Cl.N1[C@@H](CCC1)C(=O)OCOC=1C=CC(=C2C=CC=NC12)[N+](=O)[O-]